(6S)-6-[2-Chloro-3-(3,5-difluoro-phenyl)phenyl]-2-imino-6-methyl-3-[(2S,4S)-2-methyltetrahydro-pyran-4-yl]hexahydropyrimidin-4-one trifluoroacetic acid salt FC(C(=O)O)(F)F.ClC1=C(C=CC=C1C1=CC(=CC(=C1)F)F)[C@@]1(CC(N(C(N1)=N)[C@@H]1C[C@@H](OCC1)C)=O)C